3-((3-((quinoxalin-6-ylmethyl)amino)pyridin-4-yl)oxy)pyrrolidine-1-carboxylate N1=CC=NC2=CC(=CC=C12)CNC=1C=NC=CC1OC1CN(CC1)C(=O)[O-]